N-(3,5-dichloro-2,6-difluoropyridin-4-yl)-4-difluoromethoxy-3-methoxybenzamide ClC=1C(=NC(=C(C1NC(C1=CC(=C(C=C1)OC(F)F)OC)=O)Cl)F)F